O=C1NC(CCC1N1C(N(C2=C1C=CC(=C2)CCC(=O)N2C[C@H](NCC2)C(=O)O)C)=O)=O (2S)-4-[3-[1-(2,6-dioxo-3-piperidyl)-3-methyl-2-oxo-benzimidazol-5-yl]propanoyl]piperazine-2-carboxylic acid